[N+](=O)([O-])[Zn] Nitro-zinc